N-(piperidine-1-carbonylimino)piperidine-1-carboxamide N1(CCCCC1)C(=O)N=NC(=O)N1CCCCC1